COC[C@@H]1N(CCC1)C=1OC2=C(N1)C=CC(=C2)N2C=C(C(C=C2C2=CC(=C(C=C2)N2CCCC2)C)=O)C(=O)O (R)-1-(2-(2-(methoxymethyl)pyrrolidin-1-yl)benzo[d]oxazol-6-yl)-6-(3-methyl-4-(Pyrrolidin-1-yl)phenyl)-4-oxo-1,4-dihydropyridine-3-carboxylic acid